2-chloro-N-ethyl-6,7-dimethoxy-N-(piperidin-4-yl)quinazolin-4-amine ClC1=NC2=CC(=C(C=C2C(=N1)N(C1CCNCC1)CC)OC)OC